(3-fluoro-3-methylazetidin-1-yl)(5-methyl-6-(3-((1-methyl-1H-pyrazol-5-yl)amino)-7,8-dihydro-1,6-naphthyridin-6(5H)-yl)pyridazin-3-yl)methanone FC1(CN(C1)C(=O)C=1N=NC(=C(C1)C)N1CC=2C=C(C=NC2CC1)NC1=CC=NN1C)C